4-amino-N-cyclobutyl-N-((5-(trifluoromethyl)pyridin-2-yl)methyl)imidazo[1,5-a]quinoxaline-8-carboxamide NC=1C=2N(C3=CC(=CC=C3N1)C(=O)N(CC1=NC=C(C=C1)C(F)(F)F)C1CCC1)C=NC2